tert-butyl (R)-(1-(2-hydroxyethyl) piperidin-3-yl)carbamate OCCN1C[C@@H](CCC1)NC(OC(C)(C)C)=O